CN1N=C(C2=CC=C(C=C12)C1CCN(CC1)CC1CCNCC1)C1CNCCC1 3-[1-methyl-6-[1-(4-piperidylmethyl)-4-piperidyl]indazol-3-yl]piperidine